C1(=CC=CC=C1)P(C(C1=C(C=C(C=C1C)C)C)=O)C(C1=C(C=C(C=C1C)C)C)=O phenylbis(2,4,6-trimethylbenzoyl)phosphine